ethyl 4-(2-ethoxy-1-fluoro-2-oxoethyl)-2-(methylsulfanyl)pyrimidine-5-carboxylate C(C)OC(C(F)C1=NC(=NC=C1C(=O)OCC)SC)=O